N=1C=2N(C=CC1)C=NC2C(=O)OC Methyl imidazo[1,5-a]pyrimidine-8-carboxylate